2-(4-(5-chloro-2-(4-chloro-1H-1,2,3-triazol-1-yl)phenyl)-5-methaneOxy-2-oxopyridin-1(2H)-yl)-3-phenylpropanoic acid ClC=1C=CC(=C(C1)C1=CC(N(C=C1OC)C(C(=O)O)CC1=CC=CC=C1)=O)N1N=NC(=C1)Cl